NC(C(C=1SC=C(N1)CO)N1C(=CC=C1C1=NC=C(C=C1)C(F)(F)F)C(=O)N)(C)C (2-amino-1-(4-(hydroxymethyl)thiazol-2-yl)-2-methylpropyl)-5-(5-(trifluoromethyl)pyridin-2-yl)-1H-pyrrole-2-carboxamide